COC1O[C@H]2[C@]3(OC(O[C@H]31)(C)C)CC[C@H]2O (3ar,5ar,6r,8ar)-4-methoxy-2,2-dimethylhexahydrocyclopenta[2,3]furo[3,4-d][1,3]dioxol-6-ol